C1=CC=CC=2C3=CC=CC=C3C(C12)COC(=O)N(C(C(=O)OC(C)(C)C)CC1=CC=C(C=C1)OC(C)C)C tert-Butyl 2-((((9H-fluoren-9-yl)methoxy) carbonyl)(methyl)amino)-3-(4-isopropoxyphenyl)propanoate